C(C)(C)OCCOCCOC=C(C)C1=CC(=CC=C1)C(=COCCC)C 1-(1-(2-(2-isopropoxyethoxy)ethoxy)prop-1-en-2-yl)-3-(1-propoxyprop-1-en-2-yl)benzene